F[C@@H]1[C@]2(C=C[C@@H](C[C@@H]1OC=1N=NC(=CN1)C1=C(C=C(C=C1)N1N=CC(=C1)F)O)N2)C 2-(3-(((1R,2R,3S,5R)-2-fluoro-1-methyl-8-azabicyclo[3.2.1]oct-6-en-3-yl)oxy)-1,2,4-triazin-6-yl)-5-(4-fluoro-1H-pyrazol-1-yl)phenol